2-methylbutanoyl-carnitine CC(C(=O)C(O)(C[N+](C)(C)C)CC([O-])=O)CC